CN(C1=CC=C(C=C1)C(C1=C(C(=CC=2C3=CC(=C(C=C3CC12)C)C)C)C)(C1C=CC=C1)C1=CC=C(C=C1)N(C)C)C bis[4-(dimethylamino)phenyl](cyclopentadienyl)(2,3,6,7-tetramethylfluorenyl)methane